C(C)(C)(C)P(CCCC=C)C(C)(C)C Di-tert-butyl-(pent-4-en-1-yl)phosphane